ClC1=C(OC2=CC=CC3=C2NC(=NS3(=O)=O)NCC3=NC=CC=C3OC)C=CC=C1 5-(2-chlorophenoxy)-3-(((3-methoxypyridin-2-yl)methyl)amino)-4H-benzo[e][1,2,4]thiadiazine 1,1-dioxide